ethionine hydrochloride Cl.N[C@@H](CCSCC)C(=O)O